1-methyl-N-(2-methylpropyl)piperidin-4-amine CC(C)CNC1CCN(CC1)C